3,4-methylenedioxy-amphetamine C1OC=2C=C(CC(N)C)C=CC2O1